(2S)-9-((2-bromophenyl)(hydroxy)methyl)-2-(methoxymethyl)-2-methyl-1,2,4,7-tetrahydro-3H-pyrrolo[3',2':5,6]Pyrido[3,4-b]Pyrazin-3-one BrC1=C(C=CC=C1)C(C1=CNC2=C1C1=C(NC([C@](N1)(C)COC)=O)C=N2)O